C(C=C)(=O)N1C[C@@H](N(CC1)C=1C2=C(N(C(N1)=O)C=1C(=NC=CC1C)C(C)C)N=C(C(=C2)C2CC2)C2=C(C=CC(=C2)O)F)C (S)-4-(4-Acryloyl-2-methylpiperazin-1-yl)-6-cyclopropyl-7-(2-fluoro-5-hydroxyphenyl)-1-(2-Isopropyl-4-methylpyridin-3-yl)pyrido[2,3-d]pyrimidin-2(1H)-one